(1R,3R)-1-(4-iodophenyl)-1,3-dimethyl-2,3,4,9-tetrahydro-1H-pyrido[3,4-b]indole IC1=CC=C(C=C1)[C@]1(N[C@@H](CC2=C1NC1=CC=CC=C21)C)C